C1(=CC=CC=C1)C=CC(C=CC1=CC=CC=C1)=O 1,5-diphenyl-penta-1,4-dien-3-one